COC1=NC=C(C=N1)N1N=CC=C1 1-(2-methoxypyrimidin-5-yl)-1H-pyrazol